FC1=C(C=CC(=C1)C1NCCC1)C=1N=C2SC3=C(N2C1)C=CC(=C3)C(=O)N 2-(2-fluoro-4-(pyrrolidin-2-yl)phenyl)benzo[d]imidazo[2,1-b]thiazole-7-carboxamide